5-chloro-3-(2-(3-(4-n-butylphenyl)-4-oxothiazolidine-2-ylidene)hydrazono)indol-2-one ClC=1C=C2C(C(NC2=CC1)=O)=NN=C1SCC(N1C1=CC=C(C=C1)CCCC)=O